CC1(C(C(=CC2(CN(CCO2)C(=O)C=2C=NN3C2N=CC=C3)C1)C#N)=O)C 10,10-dimethyl-9-oxo-4-(pyrazolo[1,5-a]pyrimidine-3-carbonyl)-1-oxa-4-azaspiro[5.5]undec-7-ene-8-carbonitrile